[1,2,4]Triazolo[3,4-b][1,3]benzothiazol-8-ol N=1N=CN2C1SC1=C2C=CC=C1O